C(#N)C1=C(C=C(C=C1F)CN(C(C)=O)C)F N-[(4-cyano-3,5-difluorophenyl)-methyl]-N-methylacetamid